C1NCCCC2=C1SC1=C2C=CC=C1 2,3,4,5-tetrahydro-1H-benzo[4,5]thieno[2,3-c]azepine